(E)-N-(1-(3-(4-bromophenyl)acryloyl)pyrrolidin-3-yl)-4-methoxybenzamide BrC1=CC=C(C=C1)/C=C/C(=O)N1CC(CC1)NC(C1=CC=C(C=C1)OC)=O